N-(1-(1-(2,4-bis(trifluoromethyl)phenyl)ethyl)-1H-pyrazol-4-yl)-5-(thiophen-2-yl)isoxazole-3-carboxamide FC(C1=C(C=CC(=C1)C(F)(F)F)C(C)N1N=CC(=C1)NC(=O)C1=NOC(=C1)C=1SC=CC1)(F)F